tert-butyl (4-(3-bromo-1-(methylsulfonyl)-1H-pyrrolo[2,3-b]pyridin-4-yl)-2-isopropylbenzyl)carbamate BrC1=CN(C2=NC=CC(=C21)C2=CC(=C(CNC(OC(C)(C)C)=O)C=C2)C(C)C)S(=O)(=O)C